[4-[(2-methylsulfonylphenyl)-phenyl-methyl]piperazin-1-yl]-(1H-pyrrolo[3,2-c]pyridin-7-yl)methanone CS(=O)(=O)C1=C(C=CC=C1)C(N1CCN(CC1)C(=O)C=1C2=C(C=NC1)C=CN2)C2=CC=CC=C2